N-(6-bromothiazolo[4,5-b]pyrazin-2-yl)-3-(2-ethynylphenyl)pyridine-4-carboxamide BrC=1N=C2C(=NC1)N=C(S2)NC(=O)C2=C(C=NC=C2)C2=C(C=CC=C2)C#C